9,10-difluoro-3-(methoxymethyl)-6-((((2-methoxypyridin-4-yl)methyl)((S)-1-(6-nitropyridin-3-yl)piperidin-3-yl)amino)methyl)-2,3-dihydro-7H-[1,4]oxazino[2,3,4-ij]quinolin-7-one FC=1C=C2C(C(=CN3C2=C(C1F)OCC3COC)CN([C@@H]3CN(CCC3)C=3C=NC(=CC3)[N+](=O)[O-])CC3=CC(=NC=C3)OC)=O